COC=1C=C2CCN(CC2=CC1NC1=NC2=CC(=CC=C2C=N1)NC[C@@H]1CC(N(C1)C)=O)C |r| (S and R)-4-[({2-[(6-methoxy-2-methyl-1,2,3,4-tetrahydroisoquinolin-7-yl)amino]quinazolin-7-yl}amino)methyl]-1-methyl-pyrrolidin-2-one